COC1=CC=C(CN2CCC(CC2)CCN2C(C3=C4C(=CC=C3CC2=O)C=CC=C4)=O)C=C1 2-(2-(1-(4-methoxybenzyl)piperidin-4-yl)ethyl)-1H-benzoisoquinoline-1,3(2H)-dione